1,5-dimethyl-3-piperidone CN1CC(CC(C1)C)=O